1-(2-methoxyphenyl)-N-methyl-methanamine COC1=C(C=CC=C1)CNC